6-methyl-3,6-diazabicyclo[3.1.1]heptane CN1C2CNCC1C2